(2S)-2-(2-hydroxy-5-oxo-3-propyl-2,5-dihydro-1H-pyrrol-1-yl)butanamide OC1N(C(C=C1CCC)=O)[C@H](C(=O)N)CC